1-bromo-3,5-di-t-butylbenzene BrC1=CC(=CC(=C1)C(C)(C)C)C(C)(C)C